N=1C=NN2C1C=C(C=C2)OC2=C(C=C(C=C2)C2=NC1=CC=C(N=C1C(=C2F)N)Cl)C (4-([1,2,4]triazolo[1,5-a]pyridin-7-yloxy)-3-methylphenyl)-6-chloro-3-fluoro-1,5-naphthyridin-4-amine